3-[2-(Ethoxycarbonyl)-4-oxo-4,5-dihydropyrazolo[1,5-a]pyrazin-6-yl]quinolinium acetate C(C)(=O)[O-].C(C)OC(=O)C1=NN2C(C(NC(=C2)C=2C=[NH+]C3=CC=CC=C3C2)=O)=C1